2-(3-methyl-5-(4,4,5,5-tetramethyl-1,3,2-dioxaborolan-2-yl)phenyl)butan-2-ol CC=1C=C(C=C(C1)B1OC(C(O1)(C)C)(C)C)C(C)(CC)O